C(CCCCCCCCCCC)(=O)[N+](C)(C)CCC lauroylpropyldimethyl-ammonium